(S)-1-((oxetan-2-yl)methyl)-2-((4-(6-((Pyrazolo[1,5-a]pyridin-7-yl)methoxy)pyridin-2-yl)piperidin-1-yl)methyl)-1H-benzo[d]imidazole-6-carboxylic acid O1[C@@H](CC1)CN1C(=NC2=C1C=C(C=C2)C(=O)O)CN2CCC(CC2)C2=NC(=CC=C2)OCC2=CC=CC=1N2N=CC1